C(CCCCCCCCCC#C)O 11-dodecyne-1-ol